CC1=NN(C=N1)C1=NC(=CC(=N1)N1CCNCC1)C(F)(F)F 2-(3-methyl-1H-1,2,4-triazol-1-yl)-4-(piperazin-1-yl)-6-(trifluoromethyl)pyrimidine